methyl 3'-(1-(5-(aminomethyl)-2-methylbenzamido)ethyl)-5-chloro-5'-(1-methyl-1H-pyrazol-4-yl)-[1,1'-biphenyl]-3-carboxylate NCC=1C=CC(=C(C(=O)NC(C)C=2C=C(C=C(C2)C=2C=NN(C2)C)C2=CC(=CC(=C2)Cl)C(=O)OC)C1)C